C(C)(C)(C)OC(=O)N1N([C@@H]2[C@H](C1)N(CC2=O)C(=O)OC(C)(C)C)C.C2(=CC=CC=C2)C=2OC(=C1C=CC=CC21)C2=CC=CC=C2 1,3-diphenyl-isobenzofuran (cis)-di-tert-butyl-1-methyl-6-oxohexahydropyrrolo[3,2-c]Pyrazole-2,4-dicarboxylate